CC=1C=CC(=C2C=CC(=NC12)C=1OC2=C(C1C)C=CC=C2)OC2=CC=CC=C2 8-Methyl-2-(3-methyl-1-benzofuran-2-yl)-5-phenoxyquinoline